(2S)-2-((S)-3,3-Difluorocyclopentyl)-2-(4-(2-methyl-2H-tetrazol-5-yl)phenyl)-N-(6-methyl-4,5,6,7-tetrahydrobenzo[d]thiazol-2-yl)acetamide FC1(C[C@H](CC1)[C@H](C(=O)NC=1SC2=C(N1)CCC(C2)C)C2=CC=C(C=C2)C=2N=NN(N2)C)F